COC=1C=C(CN2N=CC(=C2)C2=C3C(=NC=C2)NC=C3)C=C(C1)OC 4-[1-(3,5-dimethoxybenzyl)-1H-pyrazol-4-yl]-1H-pyrrolo[2,3-b]pyridine